C(C)(C)(C)OC(=O)N[C@H](CC(=O)[O-])CO (R)-3-((tert-butoxycarbonyl) amino)-4-hydroxybutyrate